O=C1C=2NC=NC2N=C(N1)NC(C(=O)[O-])C 2-((6-oxo-6,7-dihydro-1H-purin-2-yl)amino)propanoate